ClC1=C(C=CC=C1)CC(=O)NC1=CC(=C(C=C1)N1N=CC(=C1)C(C)C)S(NCC1=C(C=C(C=C1)OC)OC)(=O)=O 2-(2-Chlorophenyl)-N-{3-[(2,4-dimethoxybenzyl)sulfamoyl]-4-(4-isopropyl-1H-pyrazol-1-yl)phenyl}acetamide